N-hexyl-pyridinium bromonium salt [BrH2+].C(CCCCC)[N+]1=CC=CC=C1